F[C@H]1CN(CC1)CCC=1C(=CC(N(C1)C(C(=O)O)CC(C)C)=O)C 2-(5-(2-((R)-3-fluoropyrrolidin-1-yl)ethyl)-4-methyl-2-oxopyridin-1(2H)-yl)-4-methylpentanoic acid